2,2-bis-(4-hydroxy-3-chlorophenyl)-propane OC1=C(C=C(C=C1)C(C)(C)C1=CC(=C(C=C1)O)Cl)Cl